OC1=CC=C(C=C1)CCC1=C(NC(=C1C(=O)N)C1=C(C=CC=C1)[N+](=O)[O-])C1=CC=C(C=C1)C(F)(F)F (4-hydroxyphenylethyl)-5-(2-nitrophenyl)-2-(4-(trifluoromethyl)phenyl)Azole-4-carboxamide